C1=CC=C2C(=C1)C=NC3=CC=CC=C23 The molecule is an azaarene that is the 9-aza derivative of phenanthrene. The parent of the class of phenanthridines. It is a mancude organic heterotricyclic parent, a polycyclic heteroarene, a member of phenanthridines and an azaarene.